BrC=1C=CC(=NC1)COC1(CC1)C(=O)O 1-((5-bromopyridin-2-yl)methoxy)cyclopropanecarboxylic acid